BrC1=CC=2N=CN=C(C2S1)Cl 6-bromo-4-chlorothieno[3,2-d]pyrimidine